O=C1NC(CCC1N1C(C2=CC=C(C=C2C1)N1CCN(CC1)CCC1CCN(CC1)CC(=O)O)=O)=O 2-(4-(2-(4-(2-(2,6-dioxopiperidin-3-yl)-1-oxoisoindolin-5-yl)piperazin-1-yl)ethyl)piperidin-1-yl)acetic acid